CC=1C=NCC2CCOC21 3,4-dihydro-7-methyl-2H-1,5-benzoxazol